C1CC12OCCNC2 4-oxa-7-azaspiro[2.5]octan